1-silacyclobutaneethanol methyl-N-[4-[6-[(4-chlorophenyl)-prop-2-ynyl-carbamoyl]imidazo[1,2-a]pyridin-3-yl]phenyl]carbamate CN(C(=O)OCC[SiH]1CCC1)C1=CC=C(C=C1)C1=CN=C2N1C=C(C=C2)C(N(CC#C)C2=CC=C(C=C2)Cl)=O